3-(3-(2,4-difluorophenoxy)-6-(trifluoromethyl)pyridazine-4-carboxamido)pyridine-1-oxide FC1=C(OC=2N=NC(=CC2C(=O)NC=2C=[N+](C=CC2)[O-])C(F)(F)F)C=CC(=C1)F